5-(3,4-difluorophenyl)-7-oxido-1-tetrahydropyran-2-yl-6-tetrahydropyran-4-yl-pyrazolo[4,3-g]Isoquinolin-7-ium FC=1C=C(C=CC1F)C1=C([N+](=CC2=CC3=C(C=C12)C=NN3C3OCCCC3)[O-])C3CCOCC3